2-((5-chloro-2-fluorophenoxy)methyl)-5-(1H-tetrazol-5-yl)pyridine ClC=1C=CC(=C(OCC2=NC=C(C=C2)C2=NN=NN2)C1)F